CN(C)C(=O)C1=C(C=CC(=C1)Br)N 2-Amino-5-bromo-N,N-dimethylbenzamide